4-((3R,4R)-3-amino-4-fluoropiperidin-1-yl)-5-(1-(difluoromethyl)-1H-pyrazol-4-yl)-N-(5-fluoro-6-(2-fluoro-6-methoxyphenyl)pyridin-2-yl)pyridin-2-amine N[C@@H]1CN(CC[C@H]1F)C1=CC(=NC=C1C=1C=NN(C1)C(F)F)NC1=NC(=C(C=C1)F)C1=C(C=CC=C1OC)F